3,7,11-Trimethylheptacosane CC(CC)CCCC(CCCC(CCCCCCCCCCCCCCCC)C)C